(1-fluoro-10,11-dihydrodibenzo[b,f]oxepin-10-yl)methanamine FC1=CC=CC=2OC3=C(C(CC21)CN)C=CC=C3